C1(CC1)C=1C=2N(N=C(C1)N1C(COCC1)C)C(=NC2)C2=CC=NN2 4-(4-cyclopropyl-7-(1H-pyrazol-5-yl)imidazo[1,5-b]pyridazin-2-yl)-3-methylmorpholine